cis-1,4-cyclohexanedicarboxylic acid monobenzyl ester C(C1=CC=CC=C1)OC(=O)[C@@H]1CC[C@@H](CC1)C(=O)O